(1S,3S)-3-(4-bromophenoxy)cyclohexane-1-carboxylic acid isopropyl ester C(C)(C)OC(=O)[C@@H]1C[C@H](CCC1)OC1=CC=C(C=C1)Br